ethyl 2-(2-((5-(3-(aminomethyl)phenyl)-2-fluorobenzofuran-3-yl)methoxy)phenyl)acetate NCC=1C=C(C=CC1)C=1C=CC2=C(C(=C(O2)F)COC2=C(C=CC=C2)CC(=O)OCC)C1